5-chloro-2-(2,6-dioxopiperidin-3-yl)-3-oxoisoindoline-4-carboxylic acid ClC1=C(C=2C(N(CC2C=C1)C1C(NC(CC1)=O)=O)=O)C(=O)O